2-(6-chloro-1-((2r,3r)-3-fluoro-2-methylazetidin-1-yl)-2,7-naphthyridin-4-yl)propan-1-ol ClC=1C=C2C(=CN=C(C2=CN1)N1[C@@H]([C@@H](C1)F)C)C(CO)C